alpha-Chlorostyrol ClC=CC1=CC=CC=C1